COC1=C(C(=CC=C1)OC)NC(C1=NC(=CC=C1)OCC)=O N-(2,6-dimethoxyphenyl)-6-ethoxypicolinamide